C(C)(C)(C)OC(=O)N1[C@@H](CN([C@H](C1)C)C1=NC=CC2=C1C(=CN2S(=O)(=O)C2=CC=C(C)C=C2)C=C)C (2r,5s)-2,5-dimethyl-4-(1-tosyl-3-vinyl-1H-pyrrolo[3,2-c]pyridin-4-yl)piperazine-1-carboxylic acid tert-butyl ester